NC1=C2C(=NC=N1)N(N=C2C#CC2=CC1=C(N(C(=N1)C)C)C(=C2F)F)[C@@H]2CN(CC2)C(C=C)=O 1-[(3S)-3-{4-amino-3-[2-(6,7-difluoro-1,2-dimethyl-1,3-benzodiazol-5-yl)ethynyl]pyrazolo[3,4-d]pyrimidin-1-yl}pyrrolidin-1-yl]prop-2-en-1-one